ethyl 1-((4-(N,N-diethylsulfamoyl)phenyl)sulfonyl)-3-fluoropiperidine-3-carboxylate C(C)N(S(=O)(=O)C1=CC=C(C=C1)S(=O)(=O)N1CC(CCC1)(C(=O)OCC)F)CC